C(C)(=O)N1CCC(CC1)C1=NN(C=2C=CC=C(C12)C1=C(C=C2C=NN(C2=C1)C)C#N)CC(=O)NCC(=O)NCC(=O)OC methyl 2-(2-{2-[3-(1-acetylpiperidin-4-yl)-5'-cyano-1'-methyl-[4,6'-biindazol]-1-yl]acetamido}acetamido)acetate